CC1=C(C=C(C(=C1)C(=O)N1C(CN(CC1)C)C1=CC=CC=C1)N1CCCC1)NC(=O)C1CC1 N-[2-methyl-4-(4-methyl-2-phenylpiperazine-1-carbonyl)-5-pyrrolidin-1-ylphenyl]cyclopropanecarboxamide